2-(1-(ethylsulfonyl)-3-(4-(2-(5-(hydroxymethyl)furan-2-yl)-6-(phenylsulfonyl)imidazo[4,5-d]pyrrolo[2,3-b]pyridin-1(6H)-yl)-1H-pyrazol-1-yl)azetidin-3-yl)acetonitrile C(C)S(=O)(=O)N1CC(C1)(N1N=CC(=C1)N1C(=NC=2C1=C1C(=NC2)N(C=C1)S(=O)(=O)C1=CC=CC=C1)C=1OC(=CC1)CO)CC#N